C(CCCCCCCCCCCCCCC)OC=C cetyl-vinylether